2-Bromo-6-iodo-3-hydroxypyridine BrC1=NC(=CC=C1O)I